C(=O)C1=CC=C(C=C1)N1NN(CC(=C1)C1=CC=C(C=C1)C=O)C1=CC=C(C=C1)C=O 1,3,5-tris(4'-formylphenyl)triazine